tert-Butyl (1-((3-(azetidin-3-yloxy)phenyl)sulfonyl)piperidin-4-yl)carbamate N1CC(C1)OC=1C=C(C=CC1)S(=O)(=O)N1CCC(CC1)NC(OC(C)(C)C)=O